COC1=CC=C(C=C1)N1C(C(N(CC1)C1=CC=C(C=C1)OC)=O)(C(=O)OCC)C ethyl 1,4-bis(4-methoxyphenyl)-2-methyl-3-oxopiperazine-2-carboxylate